C[C@H]1N([C@@H](CNC1)C)C(=O)OC(C)(C)C tert-butyl (2r,6r)-2,6-dimethylpiperazine-1-carboxylate